COC1=C2[C@H]3[C@H](C(OC2=CC(=C1)C(C)CCCCCC)(C)C)CCC(C3)=C (6Ar,10aR)-1-methoxy-6,6-dimethyl-9-methylidene-3-octan-2-yl-7,8,10,10a-tetrahydro-6aH-benzo[c]chromene